1-(3-(trifluoromethyl)phenyl)ethane FC(C=1C=C(C=CC1)CC)(F)F